N-(4-(4-amino-1-isobutyl-1H-pyrazolo[3,4-d]pyrimidin-3-yl)phenyl)-5-(4-fluorophenyl)-1-isobutyl-4-oxo-1,4-dihydropyridazine-3-carboxamide NC1=C2C(=NC=N1)N(N=C2C2=CC=C(C=C2)NC(=O)C2=NN(C=C(C2=O)C2=CC=C(C=C2)F)CC(C)C)CC(C)C